CS(=O)(=O)N1CC(CCC1)C(=O)N1CCC2(C(C2)CNC(=O)C2=CC=3C(=CN=CC3)O2)CC1 N-[[6-(1-methylsulfonylpiperidine-3-carbonyl)-6-azaspiro[2.5]octan-2-yl]methyl]furo[2,3-c]pyridine-2-carboxamide